OC1(CCNCC1)C(=O)NC1=CC=C(C=C1)C1=CC2=C(N=CN=C2N2CCOCC2)N1 4-hydroxy-N-{4-[4-(morpholin-4-yl)-7H-pyrrolo[2,3-d]pyrimidin-6-yl]phenyl}piperidine-4-carboxamide